OCC(=O)NC1C(OCCC1)(C(=O)O)OCCCCCCC=1N=NN(C1)CCOCCOC (2-hydroxyacetamido)-2-((6-(1-(2-(2-methoxyethoxy)ethyl)-1H-1,2,3-triazol-4-yl)hexyl)oxy)tetrahydro-2H-pyran-2-carboxylic acid